1,3,6,8-pyrenetetrasulfonic acid C1(=CC(=C2C=CC=3C(=CC(=C4C=CC1=C2C34)S(=O)(=O)O)S(=O)(=O)O)S(=O)(=O)O)S(=O)(=O)O